FC(C)(F)C1=NC(=CC(=N1)NC1=CC(=NC=C1C1=NC=CC(=N1)OC)NC(C)=O)C N-(4-((2-(1,1-difluoroethyl)-6-methylpyrimidin-4-yl)amino)-5-(4-methoxypyrimidin-2-yl)pyridin-2-yl)acetamide